tert-butyl (3R)-4-((1-(3-(2,6-dioxopiperidin-3-yl)-1-methyl-1H-indazol-7-yl)piperidin-4-yl)methyl)-3-(trifluoromethyl)piperazine-1-carboxylate O=C1NC(CCC1C1=NN(C2=C(C=CC=C12)N1CCC(CC1)CN1[C@H](CN(CC1)C(=O)OC(C)(C)C)C(F)(F)F)C)=O